ClC1=C(C(=CC=2C3=C(C(=NC12)\C=C\OCC)CN([C@H]3C)C(COC)=O)OC)Cl (S,E)-1-(6,7-dichloro-4-(2-ethoxyvinyl)-8-methoxy-1-methyl-1,3-dihydro-2H-pyrrolo[3,4-c]quinolin-2-yl)-2-methoxyethan-1-one